NC=1C=C(OC2=C(C(=O)C3=CC(=CC=C3)C(C3=C(C=CC=C3)OC3=CC(=CC=C3)N)=O)C=CC=C2)C=CC1 1,3-bis[(3-aminophenoxy)benzoyl]benzene